tetramethylenebis(4,4'-dimethyl-2-oxazoline) CC1(N=C(OC1)CCCCC=1OCC(N1)(C)C)C